C(C)(C)(C)OC(=O)NCC=1OC2=C(C1)C=C(C=C2C(F)(F)F)C2C(C2)C(=O)O 2-(2-((tert-butoxycarbonylamino)methyl)-7-(trifluoromethyl)benzofuran-5-yl)cyclopropanecarboxylic acid